ClC1=CC2=C(N=CN(C2=O)[C@H](CO)C)C(=N1)C1=CC(=CC=C1)F (S)-6-chloro-8-(3-fluorophenyl)-3-(1-hydroxypropan-2-yl)pyrido[3,4-d]Pyrimidin-4(3H)-one